O(O)O.[La].[Fe] iron-lanthanum oxyhydroxide